C(CCCCC)(=O)OCCCC1=CC=CC=C1 3-Phenylpropyl Hexanoate